FC1=CC=C2C=NC(=NC2=C1C=1C=C(C=CC1)NC(C=C)=O)NC=1C=NC(=CC1)N[C@H]1CNCC1 (R)-N-(3-(7-fluoro-2-((6-(pyrrolidin-3-ylamino)pyridin-3-yl)amino)quinazolin-8-yl)phenyl)acrylamide